C(C)(C)(C)OOC(C)(C#CC(C)(C)OOC(C)(C)C)C 2,5-di(tertbutylperoxy)-2,5-dimethyl-3-hexyne